2-Chloro-3,5-difluoroisonicotinic acid methyl ester COC(C1=C(C(=NC=C1F)Cl)F)=O